5-methyl-1-propyl-1H-pyrazol CC1=CC=NN1CCC